O=CCC1CN(CCOC1)C(=O)OC(C)(C)C tert-butyl 6-(2-oxoethyl)-1,4-oxazepane-4-carboxylate